FC(N1N=C(N=C1)C1=C(C=NC(=C1)C1=CC=C(C=C1)F)CN)F (4-(1-(difluoromethyl)-1H-1,2,4-triazol-3-yl)-6-(4-fluorophenyl)pyridin-3-yl)methanamine